α,α-bis(trifluoromethyl)benzylalcohol FC(C(C1=CC=CC=C1)(C(F)(F)F)O)(F)F